C1(CC1)N1CCC(CC1)NC1=C(C=C(C=C1)S(=O)(=O)NC(C1=C(C=CC=C1)OC=1C=C2C(=NC1)NC=C2)=O)[N+](=O)[O-] N-({4-[(1-cyclopropylpiperidin-4-yl)amino]-3-nitrophenyl}sulfonyl)-2-(1H-pyrrolo[2,3-b]pyridin-5-yloxy)benzamide